N1C(=NC2=C1C=CC=C2)C2=CC(=NN2C)NC(=O)C=2C=NC(=NC2)ON2N=NC=1C2=NC=CC1 N-[5-(1H-benzimidazol-2-yl)-1-methyl-pyrazol-3-yl]-2-(triazolo[4,5-b]pyridin-3-yloxy)pyrimidine-5-carboxamide